bromine [1,2,4]Triazole N1N=CN=C1.[Br]